NCCCN1C[C@H](CC1)O (3S)-1-[(2S)-aminopropyl]pyrrolidin-3-ol